(1-(3-cyano-5-methylphenyl)ethylidene)-2-methylpropane-2-sulfinamide C(#N)C=1C=C(C=C(C1)C)C(C)=CC(C)(S(=O)N)C